dimethyl-(tetramethylcyclopentadienyl)t-butylaminosilane C[Si](NC(C)(C)C)(C1(C(=C(C(=C1)C)C)C)C)C